6-(5-cyano-1H-pyrazolo[3,4-b]pyridin-1-yl)-N-(2-(3-hydroxytetrahydrofuran-3-yl)ethyl)-4-(isopropylamino)nicotinamide C(#N)C=1C=C2C(=NC1)N(N=C2)C2=NC=C(C(=O)NCCC1(COCC1)O)C(=C2)NC(C)C